N-(5-(3-(2,4-dimethoxyphenyl)ureido)benzo[d]thiazol-2-yl)-4-methylbenzenesulfonamide COC1=C(C=CC(=C1)OC)NC(NC=1C=CC2=C(N=C(S2)NS(=O)(=O)C2=CC=C(C=C2)C)C1)=O